(S)-4,6-dimethyl-N-(pyrrolidin-3-yl)-1,3,5-triazinediamine C[C@@]1(NC(=NC(=N1)C)NC1CNCC1)N